2-(4-aminophenyl)-N-(5-methyl-1H-pyrazol-3-yl)-7-(4-methylpiperazin-1-yl)quinazolin-4-amine NC1=CC=C(C=C1)C1=NC2=CC(=CC=C2C(=N1)NC1=NNC(=C1)C)N1CCN(CC1)C